C(CCC)OC(C)CC(C)OCCCC 2,4-dibutoxypentane